N-(4-(2-isopropoxypropan-2-yl)thiazol-2-yl)-1-((3-(trifluoromethyl)pyridin-4-yl)methyl)-1H-pyrrole-2-carboxamide C(C)(C)OC(C)(C)C=1N=C(SC1)NC(=O)C=1N(C=CC1)CC1=C(C=NC=C1)C(F)(F)F